3-(2-(azetidin-1-yl)ethyl)-1H-indol-4-yl dihydrogen phosphate P(=O)(OC1=C2C(=CNC2=CC=C1)CCN1CCC1)(O)O